BrC=1C=C2C(=NC1)N(C(=C2C)Cl)S(=O)(=O)C2=CC=C(C)C=C2 5-bromo-2-chloro-3-methyl-1-tosyl-1H-pyrrolo[2,3-b]pyridine